N-methyl-5-(4-(4-(4-oxo-3,4-dihydroquinazolin-2-yl)bicyclo[2.1.1]hexan-1-yl)piperazin-1-yl)picolinamide CNC(C1=NC=C(C=C1)N1CCN(CC1)C12CCC(C1)(C2)C2=NC1=CC=CC=C1C(N2)=O)=O